N-(2-(1H-indol-3-yl)ethyl)-2,2-difluoro-N-methylethan-1-amine N1C=C(C2=CC=CC=C12)CCN(CC(F)F)C